C1(CC1)C1=NC=CC(=C1)C1=NOC(=C1)C(C)O 1-(3-(2-cyclopropylpyridin-4-yl)isoxazol-5-yl)ethan-1-ol